4-methyl-5-((3-(3-nitrophenyl)oxetan-3-yl)methyl)-4H-1,2,4-triazole-3-thiol CN1C(=NN=C1CC1(COC1)C1=CC(=CC=C1)[N+](=O)[O-])S